4-chloro-2,2-dimethyl-3-oxobutanenitrile ClCC(C(C#N)(C)C)=O